tert-butyl N-[2-[5-[(1R)-1-benzyloxy-4-[(2S)-2-[tert-butyl(dimethyl)silyl]oxypropoxy]-1-(trifluoromethyl)butyl]-1,3,4-oxadiazol-2-yl]-6-bromo-5-(trifluoromethyl)-3-pyridyl]carbamate C(C1=CC=CC=C1)O[C@@](CCCOC[C@H](C)O[Si](C)(C)C(C)(C)C)(C(F)(F)F)C1=NN=C(O1)C1=NC(=C(C=C1NC(OC(C)(C)C)=O)C(F)(F)F)Br